Lithium nickel [Ni].[Li]